BrC=1C=CC(=C(CC2=CC=C(O[C@H]3COCC3)C=C2)C1)Cl (R)-3-(4-(5-bromo-2-chlorobenzyl)phenoxy)tetrahydrofuran